S1C(=CC=C1)C(=O)[O-].[Cu+2].S1C(=CC=C1)C(=O)[O-] copper thiophene-2-carboxylate